NC=1C(=C(C=CC1)C=1C(=C(C=CC1)NC(=O)C1=NN2C([C@@H](CCC2)N2CCC(CC2)C(=O)OC)=C1)Cl)Cl methyl 1-[(4R)-2-[[3-(3-amino-2-chloro-phenyl)-2-chloro-phenyl]carbamoyl]-4,5,6,7-tetrahydropyrazolo[1,5-a]pyridin-4-yl]piperidine-4-carboxylate